3-(1H-imidazol-1-yl)aniline N1(C=NC=C1)C=1C=C(N)C=CC1